FC=1C=C(C=CC1OC1=C2C(=NC=C1)C=C(S2)C2=NC=C(C=C2)CNCCOC)NC(=O)C=2C(N(C=CC2OC)C2=CC=CC=C2)=O N-(3-fluoro-4-{[2-(5-{[(2-methoxyethyl)amino]methyl}pyridin-2-yl)thieno[3,2-b]pyridin-7-yl]oxy}phenyl)-4-methoxy-2-oxo-1-phenyl-1,2-dihydropyridine-3-carboxamide